ClC1=CC=C(COC2=CC(=NC3=CC=CC=C23)C(=O)NCCCCCCC(=O)NO)C=C1 4-((4-Chlorobenzyl)oxy)-N-(7-(hydroxyamino)-7-oxoheptyl)quinoline-2-carboxamide